1,4-dithiin S1C=CSC=C1